NC1=NC=2C=C(C(=CC2C2=C1COC2)C(=O)N(C)[C@@H]2COC1=C2C=CC(=C1)[S@@](=O)(=NC)C)F 4-amino-N-((3S)-6-((R)-N,S-dimethylsulfonimidoyl)-2,3-dihydro-1-benzofuran-3-yl)-7-fluoro-N-methyl-1,3-dihydrofuro[3,4-c]quinoline-8-carboxamide